C(C)OC(=O)C1=C(NC=2CC(CC(C2C1C1=CC=C(C=C1)C1=CC=CC=C1)=O)(C)C)C 4-[1,1'-Biphenyl]-4-yl-1,4,5,6,7,8-hexahydro-2,7,7-trimethyl-5-oxo-3-quinolinecarboxylic acid ethyl ester